C1(CC(CCC1)=O)=O CYCLOHEXANE-1,3-DIONE